3-(1-(3-oxo-3-(5-azaspiro[2.4]heptan-5-yl)propyl)-1H-indol-5-yl)-1,5,6,7,8,9-hexahydro-2H-cyclohepta[4,5]thieno[2,3-d]pyrimidine-2,4(3H)-dione O=C(CCN1C=CC2=CC(=CC=C12)N1C(NC2=C(C1=O)C1=C(S2)CCCCC1)=O)N1CC2(CC2)CC1